COC1CCN(CC1)CC1=CC=C(C=C1)C(C)=O 1-(4-((4-methoxypiperidin-1-yl)methyl)phenyl)ethan-1-one